IC1=CC(=CC=2OCOC21)[N+](=O)[O-] 4-iodo-6-nitrobenzo[d][1,3]dioxole